FC=1C=C2C=CCC2=C(C1)F 5,7-difluoro-1H-indene